COC1=C(CS)C(=CC(=C1)OC)OC 2,4,6-trimethoxybenzyl thiol